NC1=C(C=C(C(=O)OC)C=C1)NC1CCC1 Methyl 4-amino-3-(cyclobutylamino)benzoate